(S)-N-(7-(2-(1,1-dioxidotetrahydro-2H-thiopyran-4-yl)ethoxy)-5-methyl-4-oxo-2,3,4,5-tetrahydrobenzo[b][1,4]oxazepin-3-yl)-4-(3-fluorobenzyl)-1H-pyrazole-1-carboxamide O=S1(CCC(CC1)CCOC1=CC2=C(OC[C@@H](C(N2C)=O)NC(=O)N2N=CC(=C2)CC2=CC(=CC=C2)F)C=C1)=O